(1R,2S,3R,5R)-3-[4-amino-2-chloro-5-(1-methylpyrazol-3-yl)pyrrolo[2,3-d]pyrimidin-7-yl]-5-(3-methoxyphenyl)cyclopentane-1,2-diol NC=1C2=C(N=C(N1)Cl)N(C=C2C2=NN(C=C2)C)[C@H]2[C@@H]([C@@H]([C@H](C2)C2=CC(=CC=C2)OC)O)O